5-chloro-2-(2-(Pyrrolidin-1-yl)Ethyl)benzo[d]thiazole ClC=1C=CC2=C(N=C(S2)CCN2CCCC2)C1